2-(piperidin-4-yl)-5-(trifluoromethyl)pyrimidine N1CCC(CC1)C1=NC=C(C=N1)C(F)(F)F